BrC1=C(C=CC(=C1)I)CNC(OC(C)(C)C)=O tert-butyl N-[(2-bromo-4-iodo-phenyl)methyl]carbamate